P(=S)#[Zn]CCCCCCCC.[Zn] zinc thiophosphoryl-octyl-zinc salt